O(S(=O)(=O)C(F)(F)F)C1C=2C(=NN(C2C(CC1)=O)S(=O)(=O)C(F)(F)F)C(F)(F)F 7-oxo-3-(trifluoromethyl)-1-((trifluoromethyl) sulfonyl)-4,5,6,7-tetrahydro-1H-indazol-4-yl triflate